4-(chloromethyl)-1-phenyl-5-(trifluoromethyl)-1H-pyrazole ClCC=1C=NN(C1C(F)(F)F)C1=CC=CC=C1